C(=O)(O)C[N+]1=C(C=CC(=C1)O)CO 1-carboxymethyl-5-hydroxy-2-hydroxymethylpyridinium